Heptane-7-carboxylic acid ethyl ester C(C)OC(=O)CCCCCCC